tert-butyl ((S)-1-amino-3-((S)-6-fluoro-3-oxo-3,4-dihydro-2H-benzo[b][1,4]oxazin-2-yl)-1-oxopropan-2-yl)carbamate NC([C@H](C[C@H]1C(NC2=C(O1)C=CC(=C2)F)=O)NC(OC(C)(C)C)=O)=O